tert-butyl ((1s,3s)-3-((6-(2-(4-hydroxylphenyl)propan-2-yl) pyridin-3-yl)oxy)cyclobutyl)carbamate OC1=CC=C(C=C1)C(C)(C)C1=CC=C(C=N1)OC1CC(C1)NC(OC(C)(C)C)=O